C(C)(C)C1=C(C(=O)O)C=C(C(=C1)C)C1=NN=C(N1)COC isopropyl-5-(5-(methoxymethyl)-4H-1,2,4-triazol-3-yl)-4-methylbenzoic acid